5-(1-(2,2-difluoropropyl)-1H-benzo[d][1,2,3]triazol-6-yl)-N-((3S,4S)-3-fluoro-1-(oxetan-3-yl)piperidin-4-yl)-4-methoxypyrrolo[2,1-f][1,2,4]triazin-2-amine FC(CN1N=NC2=C1C=C(C=C2)C=2C=CN1N=C(N=C(C12)OC)N[C@@H]1[C@H](CN(CC1)C1COC1)F)(C)F